(R)-5-(13-fluoro-10-methyl-11-oxo-1,2,4,4a,5,6,11,14-octahydro-3H,12H-pyrazino[1',2':5,6][1,5]oxazocino[2,3-g]quinoxalin-3-yl)-N-methylpicolinamide FC=1C2=C(C=C3N=C(C(NC13)=O)C)OCC[C@H]1N(C2)CCN(C1)C=1C=CC(=NC1)C(=O)NC